2-ethyl-9,10-bis(acetoxy)anthracene C(C)C1=CC2=C(C3=CC=CC=C3C(=C2C=C1)OC(C)=O)OC(C)=O